ethyl 2'-[(pyridin-2-yl)methyl]-8'-(trifluoromethyl)-2',5'-dihydrospiro[cyclopropane-1,4'-furo[2,3-g]indazole]-7'-carboxylate N1=C(C=CC=C1)CN1N=C2C3=C(CC4(C2=C1)CC4)OC(=C3C(F)(F)F)C(=O)OCC